FC=1C=C(C#N)C=C(C1)CO[C@@H](CO)CCCCCCCCCCCCCCCCCCCC(F)(F)F (R)-3-fluoro-5-(((22,22,22-trifluoro-1-hydroxydocosan-2-yl)oxy)methyl)benzonitrile